6-(2-Fluoro-3-methoxyphenyl)-N-((1R,3R)-3-methoxycyclopentyl)-5-methyl-2-(1-methyl-1H-imidazol-2-yl)thieno[2,3-d]pyrimidin-4-amine FC1=C(C=CC=C1OC)C1=C(C2=C(N=C(N=C2N[C@H]2C[C@@H](CC2)OC)C=2N(C=CN2)C)S1)C